CC1=CC=C(C=C1)S(=O)(=O)OC1=CC=C(C=C1)S(=O)(=O)OC1C=CC(S1)=C(C#N)C1=CC=CC=C1 (5-(4-(p-toluenesulfonyloxy)benzenesulfonyl)oxy-5H-thiophen-2-ylidene)phenylacetonitrile